N-(4-chlorobenzyl)-8-((1-(N-(cyanomethyl)-N-methylsulfamoyl)cyclopropyl)methoxy)-1-methyl-2-oxo-1,2-dihydropyrido[2,3-d]pyridazine-3-carboxamide ClC1=CC=C(CNC(=O)C2=CC=3C(=C(N=NC3)OCC3(CC3)S(N(C)CC#N)(=O)=O)N(C2=O)C)C=C1